(2R)-4-[(2R)-3-(3,4-dihydro-1H-isoquinolin-2-yl)-2-hydroxy-propyl]-8-[[1-[(2R)-2-hydroxypropyl]-4-piperidyl]oxy]-2-methyl-2,3-dihydro-1,4-benzoxazepin-5-one C1N(CCC2=CC=CC=C12)C[C@H](CN1C[C@H](OC2=C(C1=O)C=CC(=C2)OC2CCN(CC2)C[C@@H](C)O)C)O